(2R,3R)-2-(2,4-difluorophenyl)-3-(((1-methyl-1H-1,2,4-triazol-3-yl)methyl)disulfanyl)-1-(1H-1,2,4-triazol-1-yl)butan-2-ol FC1=C(C=CC(=C1)F)[C@@](CN1N=CN=C1)([C@@H](C)SSCC1=NN(C=N1)C)O